ClC=1N=CC=C2C1N(C(=C2)C(=O)NC21CC(C2)(C1)F)C 7-chloro-N-[3-fluorobicyclo[1.1.1]pentan-1-yl]-1-methylpyrrolo[2,3-c]pyridine-2-carboxamide